C(C)(C)C1=C(NC2=CC=C(C=C12)OCC1CN(CC1)CCOC)C1=CC(=NC=C1)C 3-Isopropyl-5-((1-(2-methoxyethyl)pyrrolidin-3-yl)methoxy)-2-(2-methylpyridin-4-yl)-1H-indol